N-[[4-[(3R)-3-hydroxy-1-piperidyl]-1-[4-(trifluoromethoxy)phenyl]pyrazolo[3,4-b]pyridin-3-yl]methyl]prop-2-enamide O[C@H]1CN(CCC1)C1=C2C(=NC=C1)N(N=C2CNC(C=C)=O)C2=CC=C(C=C2)OC(F)(F)F